CS(=O)(=O)N1C=C(C=C1)C(=O)N (E)-1-(methylsulfonyl)-1H-pyrrole-3-carboxamide